C(C)(C)(C)OC(=O)N1CC(C1)=CC1=CC(=C(C=C1)Br)C(F)(F)F 3-[[4-bromo-3-(trifluoromethyl)phenyl]methylene]azetidine-1-carboxylic acid tert-butyl ester